5'-chloro-2'-{[4-(dimethylamino)piperidin-1-yl]methyl}-7',8'-dihydro-6'H-spiro[cyclohexane-1,9'-furo[2,3-f]quinazoline]-7'-one ClC=1C=C2C(=C3C4(NC(NC13)=O)CCCCC4)OC(=C2)CN2CCC(CC2)N(C)C